[C@@H]12[C@H](C[C@@H](CC1)O2)N2N=C1N=C(C=CC1=C2)C2=C(C=C(C=C2C)C(F)(F)F)O 2-(2-((1S,2S,4R)-7-oxabicyclo[2.2.1]heptan-2-yl)-2H-pyrazolo[3,4-b]pyridin-6-yl)-3-methyl-5-(trifluoromethyl)phenol